CC1(C(OB(O1)C=1C=NNC1)(C)C)C 4-(tetramethyl-1,3,2-dioxaborolan-2-yl)-1H-pyrazole